2-(4-Ethylsulfonylphenyl)acetic acid C(C)S(=O)(=O)C1=CC=C(C=C1)CC(=O)O